OCCC=O 3-Hydroxy-propionaldehyde